FC=1C=C(C=CC1F)C1=CC(=CC=C1)C(=O)O 3',4'-difluoro-[1,1'-biphenyl]-3-carboxylic acid